(S)-1-(diphenylcarbamoyl)-4-(10H-phenoxazine-10-carbonyl)piperazine-2-carboxylic acid C1(=CC=CC=C1)N(C(=O)N1[C@@H](CN(CC1)C(=O)N1C2=CC=CC=C2OC=2C=CC=CC12)C(=O)O)C1=CC=CC=C1